ClC1=C2C(=C(NC2=CC=C1F)C(=O)N1C[C@H]([C@H](CC1)NCC1COC1)F)F (4-chloro-3,5-difluoro-1H-indol-2-yl)((3R,4S)-3-fluoro-4-((oxetan-3-ylmethyl)amino)piperidin-1-yl)methanone